S1C(=NC2=C1C=CC=C2)NC2=C(C1=C(N=N2)N(CCC1)C=1SC(=CN1)CCCOC1=C(C=C(C=C1)C#CCN1CCC(CC1)(F)F)F)C 2-{3-[(1,3-Benzothiazol-2-yl)amino]-4-methyl-5H,6H,7H,8H-pyrido[2,3-c]pyridazin-8-yl}-5-(3-{4-[3-(4,4-difluoropiperidin-1-yl)prop-1-yn-1-yl]-2-fluorophenoxy}propyl)-1,3-thiazol